FC(C(C(C(O)(F)F)(F)F)(F)F)(C)F octafluoro-1-n-pentanol